(2R)-2-[[(2R)-2-amino-3-phenyl-propionyl]amino]-4-methyl-pentanamide benzoate C(C1=CC=CC=C1)(=O)O.N[C@@H](C(=O)N[C@@H](C(=O)N)CC(C)C)CC1=CC=CC=C1